ethyl 4-(3-(5-cyclopropyl-4,7-difluoro-3,3-dimethyl-2-oxoindolin-1-yl)-2-oxopyrrolidin-1-yl)pentanoate C1(CC1)C=1C(=C2C(C(N(C2=C(C1)F)C1C(N(CC1)C(CCC(=O)OCC)C)=O)=O)(C)C)F